NC1=CC=C(C=N1)/C=C/C(=O)NCC=1OC2=C(C1)C=C(C=C2C2=C(C=NC=C2)F)C2=CC=C(C=C2)C(=O)N2CCC(CC2)(F)F (E)-3-(6-amino-pyridin-3-yl)-N-((5-(4-(4,4-difluoro-piperidine-1-carbonyl)phenyl)-7-(3-fluoro-pyridin-4-yl)benzofuran-2-yl)methyl)acrylamide